C[C@H]1[C@@H]2CN3CCC4=C([C@@H]3C[C@@H]2C(=CO1)C(=O)OC)NC5=CC=CC=C45 The molecule is a heteropentacyclic compound that is (20alpha)-16,17-didehydro-18-oxayohimban which is substituted at position 16 by a methoxycarbonyl group and at position 19 by a methyl group. It is a metabolite found in several plant species. It has a role as a plant metabolite. It is a yohimban alkaloid, an organic heteropentacyclic compound and a methyl ester. It is a conjugate base of a tetrahydroalstonine(1+).